C(C)(C)(C)C=1C=CC(=C(NC2=C(C=CC(=C2)C)C)C1)C 5-(tert-butyl)-N-(2,5-dimethylphenyl)-2-methylaniline